Ruthenium-Aluminium oxid [O-2].[Al+3].[Ru+3].[O-2].[O-2]